OC12OC3=C(C1(C(C1=CC=CC(=C12)[N+](=O)[O-])=O)NC(C(=O)N)=O)C=CC(=C3)C(C)C N2-(4b-hydroxy-7-isopropyl-4-nitro-10-oxo-4b,10-dihydro-9bH-indeno[1,2-b]benzofuran-9b-yl)oxalamide